tert-butyl (2'S,7R)-3-[[tert-butyl(dimethyl)silyl]oxymethyl]-2-(difluoromethyl)-2'-methyl-spiro[4,5-dihydrothieno[2,3-c]pyran-7,4'-piperidine]-1'-carboxylate [Si](C)(C)(C(C)(C)C)OCC1=C(SC2=C1CCO[C@]21C[C@@H](N(CC1)C(=O)OC(C)(C)C)C)C(F)F